OC1=C(C=C(C(=O)OCCOCCOC(C2=CC(=C(C=C2)O)OC)=O)C=C1)OC oxybis(ethane-2,1-diyl) bis(4-hydroxy-3-methoxybenzoate)